2-chloro-4-oxo-3,5,8,11,14-pentaoxahexadecan-16-yl N-acetyl-S-trityl-L-cysteinate C(C)(=O)N[C@@H](CSC(C1=CC=CC=C1)(C1=CC=CC=C1)C1=CC=CC=C1)C(=O)OCCOCCOCCOCCOC(OC(C)Cl)=O